FC(C(=O)O)(F)F.NC=1NC(=NN1)N1CCC(CC1)N1C[C@@H](OC[C@@H]1CC1=CC=C(C=C1)Cl)CN1C(CCC1)=O 1-(((2R,5S)-4-(1-(5-amino-4H-1,2,4-triazol-3-yl)piperidin-4-yl)-5-(4-chlorobenzyl)-morpholin-2-yl)methyl)pyrrolidin-2-one 2,2,2-trifluoroacetate